OC1=C(C=CC(=C1)C)C(C=CC1=CC=CC=C1)=O 1-(2-Hydroxy-4-methylphenyl)-3-phenylprop-2-en-1-one